CN(C=O)CCCCCC N-methyl-N-normalhexyl-Carboxamide